CC1=C(C=CC(=C1)C)C1=NN(C=C1)C=1C=CC(=C(CNC(OC)=O)C1)C Methyl {5-[3-(2,4-dimethylphenyl)-1H-pyrazol-1-yl]-2-methylbenzyl}carbamate